NC/C=C/CNC(OC(C)(C)C)=O tert-butyl (E)-(4-aminobut-2-en-1-yl)carbamate